(±)-(E)-7-bromo-3-((((S)-4-methyl-5-oxo-2,5-dihydrofuran-2-yl)oxy)methylene)-3a,4,5,9b-tetrahydronaphtho[1,2-b]furan-2(3H)-one BrC=1C=C2CCC\3C(OC(/C3=C/O[C@H]3OC(C(=C3)C)=O)=O)C2=CC1